Cl.CO[C@@H]1[C@H](NC1)C (2R,3S)-3-methoxy-2-methylazetidine hydrochloride